mono(2-ethylhexyl)-2-ethylhexyl phosphonate P(OCC(CCCC)(CC)CC(CCCC)CC)([O-])=O